C(C)OCCNC(=O)C1=CC2=C(N(C(=N2)NC=2SC3=C(N2)C=CC(=C3)OC(F)(F)F)CC)C=C1 1-Ethyl-2-(6-trifluoromethoxy-benzothiazol-2-ylamino)-1H-benzo-imidazole-5-carboxylic acid (2-ethoxy-ethyl)-amide